NC1=C2C(=C(C(=CC2=CC(=C1)S(=O)(=O)[O-])S(=O)(=O)[O-])N=NC1=CC=CC=C1)O.[Na+].[Na+] Disodium 5-amino-4-hydroxy-3-(phenylazo)naphthalene-2,7-disulphonate